C1=CC=CC=2C3=CC=CC=C3N(C12)C=1C=C(C=CC1)C1=NC=NC(=C1)C1=CC(=CC=C1)N1C2=CC=CC=C2C=2C=CC=CC12 4,6-bis(3-(9H-carbazol-9-yl)phenyl)pyrimidine